C1(=CC=CC2=CC=CC=C12)[Pd](C1=CC=CC2=CC=CC=C12)(Cl)Cl dinaphthyl-palladium dichloride